C(#N)NC(C1=NC(=C(C=C1)N1CCN(CC1)CC1=CC=C2C(N(C(NC2=C1)=O)C)=S)C)=O N-cyano-6-methyl-5-(4-((3-methyl-2-oxo-4-thioxo-1,2,3,4-tetrahydroquinazolin-7-yl)methyl)piperazin-1-yl)picolinamide